NCCCN(CCCC1N(CCCC1)S(=O)(=O)N)CC1CCCCC1 (3-((3-aminopropyl)(cyclohexylmethyl)amino)propyl)piperidine-1-sulfonamide